(R)-7-((1-(1,1-dioxidothiomorpholino)-1-oxopropan-2-yl)oxy)-4-(o-tolyl)-2H-chromen-2-one O=S1(CCN(CC1)C([C@@H](C)OC1=CC=C2C(=CC(OC2=C1)=O)C1=C(C=CC=C1)C)=O)=O